3-[[(1R)-1-[2-[6-(Difluoro-methyl)-2-pyridyl]-3,6-dimethyl-4-oxo-chromen-8-yl]ethyl]amino]-N'-hydroxy-pyridine-2-carboxamidine FC(C1=CC=CC(=N1)C=1OC2=C(C=C(C=C2C(C1C)=O)C)[C@@H](C)NC=1C(=NC=CC1)C(=NO)N)F